(5R,8S)-1-fluoro-6,7,8,9-tetrahydro-5H-5,8-epiminocyclohepta[c]pyridine-4-carbonitrile FC1=NC=C(C2=C1C[C@@H]1CC[C@H]2N1)C#N